tetravinyl-silane C(=C)[Si](C=C)(C=C)C=C